2-({3,5-dicyano-6-[4-(2-hydroxyethyl)-1,4-diazepan-1-yl]-4-(2,2,2-trifluoroethyl)pyridin-2-yl}sulfanyl)-2-phenylacetamide C(#N)C=1C(=NC(=C(C1CC(F)(F)F)C#N)N1CCN(CCC1)CCO)SC(C(=O)N)C1=CC=CC=C1